2,4,6-trimethylphenyl-1,10-phenanthroline cobalt dichloride [Co](Cl)Cl.CC1=C(C(=CC(=C1)C)C)C1=NC2=C3N=CC=CC3=CC=C2C=C1